5-(3-phenylpyrrolidin-1-yl)-1,3,4-oxadiazole-2-carboxylic acid ethyl ester C(C)OC(=O)C=1OC(=NN1)N1CC(CC1)C1=CC=CC=C1